CN1N=C(C2=CC(=CC=C12)C1C[C@@H]2[C@@H](CN(C2)C2COCCC2)C1)C=1C=NN(C1)C methyl-3-(1-methyl-1H-pyrazol-4-yl)-5-((3aR,5r,6aS)-2-(tetrahydro-2H-pyran-3-yl)octahydrocyclopenta[c]pyrrol-5-yl)-1H-indazole